6-chloro-3-(2-methylpyridin-4-yl)-5-((3aR,5s,6aS)-2-(tetrahydro-2H-thiopyran-3-yl)octahydrocyclopenta[c]pyrrol-5-yl)-1H-indazole ClC1=C(C=C2C(=NNC2=C1)C1=CC(=NC=C1)C)C1C[C@@H]2[C@@H](CN(C2)C2CSCCC2)C1